NC1=NC(=CC(=N1)C1=CC=CC(=C1C#N)C)C=1N=NN(C1)CC1=NC(=CC=C1)COC 6-[2-amino-6-(1-{[6-(methoxymethyl)-2-pyridinyl]methyl}-1H-1,2,3-triazol-4-yl)-4-pyrimidinyl]-2-methylbenzonitrile